[Ca].[Cs] cesium-calcium